BrN1CN=CC(=C1)OC 3-Bromo-5-methoxypyrimidine